3,5,7-Trihydroxy-2-(3,4,5-trihydroxyphenyl)-4-chromenone OC1=C(OC2=CC(=CC(=C2C1=O)O)O)C1=CC(=C(C(=C1)O)O)O